OC1=C(C=C(C=C1)CC(=O)OCCCC1=CC=CC=C1)OC 3-Phenylpropyl 2-(4-hydroxy-3-methoxyphenyl)acetate